C(C)OC=1C=2N(C=CC1C=1C=NNC1)N=C(N2)N[C@@H]2[C@@H](CN(CC2)S(=O)(=O)CCCC=O)C 4-(((3R,4S)-4-((8-ethoxy-7-(1H-pyrazol-4-yl)-[1,2,4]triazolo[1,5-a]pyridin-2-yl)amino)-3-methylpiperidin-1-yl)sulfonyl)butanal